(S)-2-(4-cyclopropyl-3-(2-(3-methoxyazetidin-1-yl)ethyl)-6-oxopyridazin-1(6H)-yl)-4-methylpentanoic acid methyl ester COC([C@H](CC(C)C)N1N=C(C(=CC1=O)C1CC1)CCN1CC(C1)OC)=O